CC1(OCC(OC1)C(=O)ON1C(C2=CC=CC=C2C1=O)=O)C 2-[(5,5-dimethyl-1,4-dioxane-2-carbonyl)oxy]-1H-isoindole-1,3(2H)-dione